2,2-difluoro-N-((5-(2-((6-methoxy-2-methylquinazolin-4-yl)thio)acetyl)thiophen-2-yl)methyl)cyclopropane-1-carboxamide FC1(C(C1)C(=O)NCC=1SC(=CC1)C(CSC1=NC(=NC2=CC=C(C=C12)OC)C)=O)F